6-(5-chloro-2-methyl-1H-benzo[d]imidazol-6-yl)-N-(4-(1-ethylpiperazin-4-yl)phenyl)-[1,2,4]triazolo[4',3':1,6]pyrido[2,3-d]pyrimidin-2-amine ClC1=CC2=C(NC(=N2)C)C=C1C1=CC2=C(N=C(N=C2)NC2=CC=C(C=C2)N2CCN(CC2)CC)N2C1=NN=C2